C1(CC1)NC(C1=C(C=C(C=C1OC)C1=CN=C2N1C=CC(=C2)OCCCN2CC1(COC1)C2)OC(F)F)=O N-cyclopropyl-2-(difluoromethoxy)-6-methoxy-4-[7-[3-(2-oxa-6-azaspiro[3.3]heptan-6-yl)propoxy]imidazo[1,2-a]pyridin-3-yl]benzamide